4-(6-(2-(3-methylbenzylidene)hydrazinyl)-9-(2-(pyridin-2-yl)ethyl)-9H-purin-2-yl)morpholine CC=1C=C(C=NNC2=C3N=CN(C3=NC(=N2)N2CCOCC2)CCC2=NC=CC=C2)C=CC1